FC(OC=1C=C(C=CC1CN1C[C@H](CCC1)[C@](CO)(C)O)NC(OC(C)(C)C)=O)F tert-butyl [3-(difluoromethoxy)-4-({(3S)-3-[(2S)-1,2-dihydroxypropan-2-yl]piperidin-1-yl}methyl)phenyl]carbamate